6-(2-Aminofurfurylamino)-9-β-D-arabinofuranosylpurin NC1(CNC2=C3N=CN(C3=NC=N2)[C@H]2[C@@H](O)[C@H](O)[C@H](O2)CO)CC=CO1